N-(2-(2-(2-((2-(Isopropylamino)-2-oxoethyl)amino)-2-oxoacetyl)pyrrolidin-1-yl)-2-oxoethyl)quinoline-4-carboxamide C(C)(C)NC(CNC(C(=O)C1N(CCC1)C(CNC(=O)C1=CC=NC2=CC=CC=C12)=O)=O)=O